2-(4,4-difluorocyclohexyl)acetaldehyde FC1(CCC(CC1)CC=O)F